6-bromo-4-(phenylamino)quinoline-3-carboxylic acid BrC=1C=C2C(=C(C=NC2=CC1)C(=O)O)NC1=CC=CC=C1